NC1(CC(CC(C1)([N+](=O)[O-])N)([N+](=O)[O-])N)[N+](=O)[O-] 1,3,5-triamino-1,3,5-trinitrobenzene